ClC1=C(C(=CC(=C1)F)F)N1C=C(C(C2=CC(=C(N=C12)N1C[C@H]([C@@H](C1)O)O)F)=O)C(=O)N[C@@H](C(F)(F)F)C 1-(2-chloro-4,6-difluorophenyl)-7-[(3R,4R)-3,4-dihydroxypyrrolidin-1-yl]-6-fluoro-4-oxo-N-[(2R)-1,1,1-trifluoroprop-2-yl]-1,4-dihydro-1,8-naphthyridine-3-carboxamide